CC=1N=CN(C1)CC(=O)OCC1=CC=CC=C1 Benzyl (4-methyl-1H-imidazol-1-yl)acetate